2-amino-6-borono-2-(3-(4-(4-fluorobenzoyl)piperazin-1-yl)propyl)hexanoic acid NC(C(=O)O)(CCCCB(O)O)CCCN1CCN(CC1)C(C1=CC=C(C=C1)F)=O